(R)-8-(8-(quinolin-4-ylthio)imidazo[1,2-c]pyrimidin-5-yl)-8-azaspiro[4.5]decan-1-amine N1=CC=C(C2=CC=CC=C12)SC=1C=2N(C(=NC1)N1CCC3(CCC[C@H]3N)CC1)C=CN2